6-bromo-2-methylisoindolin-1-one BrC1=CC=C2CN(C(C2=C1)=O)C